O=C1NC(CC[C@H]1NC1=CC=C(C=C1)C1CCN(CC1)CC(=O)O)=O |r| rac-(R)-2-(4-(4-((2,6-dioxopiperidin-3-yl)amino)phenyl)piperidin-1-yl)acetic acid